C(C1=CC=CC=C1)(=O)OC1CC(N(C(C1)(C)C)O)(C)C 1-oxyl-2,2,6,6-tetramethylpiperidin-4-yl benzoate